ClC1=C(C(=C2C=NNC2=C1)C1=C(C=2N=C(N=C(C2C=N1)N1CCOC[C@H](C1)O)OC[C@]12CCCN2C[C@@H](C1)F)F)CCCO (6S)-4-(7-(6-Chloro-5-(3-hydroxypropyl)-1H-indazol-4-yl)-8-fluoro-2-(((2R,7aS)-2-fluorotetrahydro-1H-pyrrolizin-7a(5H)-yl)methoxy)pyrido[4,3-d]pyrimidin-4-yl)-1,4-oxazepan-6-ol